[[4-amino-5-[4-(difluoromethoxy)benzoyl]thiazol-2-yl]-[6-(difluoromethoxy)-3-pyridyl]amino]propanamide NC=1N=C(SC1C(C1=CC=C(C=C1)OC(F)F)=O)N(C=1C=NC(=CC1)OC(F)F)C(C(=O)N)C